BrC=1C=C(C(=NC1)C=1N=C2N(C(N(C(=C2)C(F)(F)F)C)=O)C1)S(=O)(=O)CC 2-(5-bromo-3-ethylsulfonyl-2-pyridyl)-6-methyl-7-(trifluoromethyl)imidazo-[1,2-c]pyrimidin-5-one